2H-thieno[3,4-b]pyran O1C=2C(C=CC1)=CSC2